[N+](=O)([O-])C=1C(OC2=CC=CC=C2C1)=O 3-nitrocoumarin